N1C=NC(=C1)C1=CC(=C(C=C1)N1C(C2=CC=C(C=C2C1=O)C(=O)O)=O)C(=O)OCCNC 2-[4-(1H-Imidazol-4-yl)-2-(2-methylaminoethoxycarbonyl)-phenyl]-1,3-dioxo-2,3-dihydro-1H-isoindole-5-carboxylic acid